3-(2-ethoxy)pyridine CCOC=1C=NC=CC1